(1s,4s)-4-(7-hydroxy-5-methyl-2-oxo-2H-benzo[e][1,3]oxazin-3(4H)-yl)-N-(3-methoxy-4-methylphenyl)cyclohexane-1-carboxamide OC1=CC2=C(CN(C(O2)=O)C2CCC(CC2)C(=O)NC2=CC(=C(C=C2)C)OC)C(=C1)C